BrC1=CC=C(CN(C(OCC2=CC=C(C=C2)NC([C@@H](CC(=O)N)NC(CCCCCCCCCCCCC)=O)=O)=O)C)C=C1 (R)-4-(4-amino-4-oxo-2-tetradecanamidobutanamido)benzyl (4-bromobenzyl)(methyl)carbamate